5-(4-fluoro-1H-pyrazol-1-yl)-2-(5-(1-((1r,2s,3r,5r)-2-fluoro-8-azabicyclo[3.2.1]oct-6-en-3-yl)vinyl)pyrazin-2-yl)phenol FC=1C=NN(C1)C=1C=CC(=C(C1)O)C1=NC=C(N=C1)C(=C)[C@@H]1[C@@H]([C@H]2C=C[C@@H](C1)N2)F